C(C)(=O)NC1=CC=C(C=C1)O N-acetyl-p-aminophenol